2-({4-[2-(4-cyano-2-fluorophenyl)-1,3-benzodioxol-4-yl]piperidin-1-yl}methyl)-1-(2-methoxyethyl)-1H-benzimidazole-6-carboxylic acid, trifluoroacetate salt FC(C(=O)O)(F)F.C(#N)C1=CC(=C(C=C1)C1OC2=C(O1)C=CC=C2C2CCN(CC2)CC2=NC1=C(N2CCOC)C=C(C=C1)C(=O)O)F